5-chloro-2-fluoro-4-(((5-fluoropyridin-2-yl)oxy)methyl)benzoic acid ClC=1C(=CC(=C(C(=O)O)C1)F)COC1=NC=C(C=C1)F